(E)-N-(8-(methylamino)-5-(3-(methylsulfonyl)styryl)-2,7-naphthyridin-3-yl)cyclopropanecarboxamide CNC=1N=CC(=C2C=C(N=CC12)NC(=O)C1CC1)\C=C\C1=CC(=CC=C1)S(=O)(=O)C